BrCC=1C(=NOC1C1CC1)C1=C(C=CC=C1)OC(F)(F)F 4-bromomethyl-5-cyclopropyl-3-(2-(trifluoromethoxy)-phenyl)isoxazole